ClC1([C@H]([C@@H]1C1=CC(=C(C(=C1)Cl)Cl)Cl)C(=O)O)Cl trans-2,2-dichloro-3-(3,4,5-trichlorophenyl)cyclopropane-1-carboxylic acid